N,N-dimethyl-8-phenyl-1,4-dioxaspiro[4.5]decan-8-amine CN(C1(CCC2(OCCO2)CC1)C1=CC=CC=C1)C